3-(Isopropyl-sulfonyl)benzoic acid C(C)(C)S(=O)(=O)C=1C=C(C(=O)O)C=CC1